C(C1=C(C=CC(=C1C(C)(C)C)C)O)C1=C(C=CC(=C1C(C)(C)C)C)O 2,2'-methylenebis(4-methyl-t-butylphenol)